C12CNCC(CC1)C2C2=CC=C(C=C2)NC(=O)N2CC1=CC=C(C=C1C2)F N-(4-(3-azabicyclo[3.2.1]octan-8-yl)phenyl)-5-fluoroisoindoline-2-carboxamide